O(C1=CC=CC=C1)C1=CC=C(C=C1)C1=NC(=C2N1C(=NC=C2)N)C2=CCC1(COC1)CC2 3-(4-phenoxyphenyl)-1-(2-oxaspiro[3.5]non-6-en-7-yl)imidazo[1,5-c]pyrimidin-5-amine